tert-Butyl 5-{[(1S,2R,3R,4R,5S)-4-(acetylamino)-2,3-bis(acetyloxy)-6,8-dioxabicyclo[3.2.1]oct-1-yl]methoxy}pentanoate C(C)(=O)N[C@@H]1[C@H]([C@H]([C@@]2(CO[C@H]1O2)COCCCCC(=O)OC(C)(C)C)OC(C)=O)OC(C)=O